FC=1C=CC(=C(CN2C(C=3N(CC2)C=C(C3)C3=NC(=NC=C3C)NC(C)C)=O)C1)CO 2-(5-fluoro-2-(hydroxymethyl)benzyl)-7-(2-(isopropylamino)-5-methylpyrimidin-4-yl)-3,4-dihydropyrrolo[1,2-a]pyrazin-1(2H)-one